1-(5-bromo-3-fluoropyridin-2-yl)-3-((1r,3r)-3-methoxy-cyclobutyl)-4-(4-(trifluoro-methyl)benzyl)piperazine-2,5-dione BrC=1C=C(C(=NC1)N1C(C(N(C(C1)=O)CC1=CC=C(C=C1)C(F)(F)F)C1CC(C1)OC)=O)F